5-[1-(2-Fluoro-6-methyl-phenyl)-piperidin-4-yl]-2-(2-oxo-1-trityl-azetidin-3-yl)-7-(2-trifluoromethylbenzyl)-2,4,5,7-tetrahydro-pyrazolo[3,4-d]pyrimidin-6-one FC1=C(C(=CC=C1)C)N1CCC(CC1)N1C(N(C=2C(C1)=CN(N2)C2C(N(C2)C(C2=CC=CC=C2)(C2=CC=CC=C2)C2=CC=CC=C2)=O)CC2=C(C=CC=C2)C(F)(F)F)=O